FC1(C(N(C2=C(O1)C=C(C(=C2)C2=C(C(=C(C(=C2F)F)F)F)F)F)[C@H](C(=O)O)C)=O)F (S)-2-(2,2,7-trifluoro-3-oxo-6-(perfluorophenyl)-2,3-dihydro-4H-benzo[b][1,4]oxazin-4-yl)propanoic acid